[N+](=O)([O-])C1=C(C=CC(=C1)[N+](=O)[O-])SSC=1SC2=C(N1)C=CC=C2 2-(2,4-dinitrophenylthio)mercaptobenzothiazole